Ethyl 3-((2-(aminomethyl)thiazol-5-yl)sulfonyl)-5-(1-methyl-1H-pyrazol-4-yl)benzoate hydrochloride Cl.NCC=1SC(=CN1)S(=O)(=O)C=1C=C(C(=O)OCC)C=C(C1)C=1C=NN(C1)C